C(C)(C)(C)C=1C(=C(C=C(C1)C)N1N=C2C(=N1)C=CC=C2)O 2-(3-t-butyl-5-methyl-2-hydroxyphenyl)-benzotriazole